CON=C1CNCC1 Pyrrolidin-3-one-O-methyloxime